S(=O)(=O)([O-])[O-].[P+3].[O+2].[Li+].S(=O)(=O)([O-])[O-].S(=O)(=O)([O-])[O-] lithium oxygen phosphorus sulfate